BrC=1C=C(C(=C(C1)NC1CCOCC1)[N+](=O)[O-])F N-(5-bromo-3-fluoro-2-nitrophenyl)tetrahydro-2H-pyran-4-amine